FC=1C(=C(CN2CCOCC2)C=C(C1)[N+](=O)[O-])C 4-(3-fluoro-2-methyl-5-nitrobenzyl)morpholine